2-(2-(5'-(4-(dimethylamino)phenyl)-[2,2'-bithiophene]-5-yl)ethenyl)-1,1-dimethyl-1H-benzo[e]indol CN(C1=CC=C(C=C1)C1=CC=C(S1)C=1SC(=CC1)C=CC1=NC=2C=CC3=C(C2C1(C)C)C=CC=C3)C